5-phenyl-1H-1,4-benzodiazepine C1(=CC=CC=C1)C1=NC=CNC2=C1C=CC=C2